NC(C(C(CC1CC1)NC(=O)[C@@H]1[C@H]2C([C@H]2CN1C(=O)OC(C)(C)C)(C)C)O)=O tert-butyl (1R,2S,5S)-2-[[3-amino-1-(cyclopropylmethyl)-2-hydroxy-3-oxo-propyl]carbamoyl]-6,6-dimethyl-3-azabicyclo[3.1.0]hexane-3-carboxylate